N-(6-(2-hydroxy-4-(trifluoromethyl)phenyl)-5-isopropylpyridazin-3-yl)-2-(methylamino)acetamide OC1=C(C=CC(=C1)C(F)(F)F)C1=C(C=C(N=N1)NC(CNC)=O)C(C)C